N-[5-(2,6-difluoro-4-methoxyphenyl)-2-(3-methoxyphenyl)-1-methyl-3-oxo-2,3-dihydro-1H-pyrazol-4-yl]-4-(difluoromethoxy)benzamide FC1=C(C(=CC(=C1)OC)F)C1=C(C(N(N1C)C1=CC(=CC=C1)OC)=O)NC(C1=CC=C(C=C1)OC(F)F)=O